NOC[C@H](C)NC1=C(C(N(N=C1)COCC[Si](C)(C)C)=O)C(F)(F)F (S)-5-((1-(aminooxy)propane-2-yl)amino)-4-(trifluoromethyl)-2-((2-(trimethylsilyl)ethoxy)methyl)pyridazin-3(2H)-one